3,4-ethylenedioxythiophene (3,4-ethylenedioxythiophene) salt C1OC2=CSC=C2OC1.C1OC2=CSC=C2OC1